[Cu].[Al] aluminum-copper salt